ICC\C(=C/C\C=C(/CCC=C(C)C)\C)\C (6Z,9Z)-12-iodo-2,6,10-trimethyl-2,6,9-dodecatriene